methyl (2S)-3,3-dicyclopropyl-2-[[2-(3-methylsulfinylpropyl)pyrazole-3-carbonyl]amino]propanoate C1(CC1)C([C@@H](C(=O)OC)NC(=O)C=1N(N=CC1)CCCS(=O)C)C1CC1